BrC1=C(N=C2N1C=CC(=N2)C(F)(F)F)C2=NC(=NN2CC2=CC=C(C=C2)OC)C(F)(F)F 3-bromo-2-(1-(4-methoxybenzyl)-3-(trifluoromethyl)-1H-1,2,4-triazol-5-yl)-7-(trifluoromethyl)imidazo[1,2-a]pyrimidine